3-oxo-2,4-dihydro-1,4-benzoxazine-7-carboxylic acid O=C1COC2=C(N1)C=CC(=C2)C(=O)O